ClC[C@@H](CC1=C(C=C(C=C1)C)C)NC(=NO)C1=C(N=NC2=CC=CC=C12)OC1=C(C(=CC=C1)C1CC1)F |r| N-[(2RS)-1-chloro-3-(2,4-dimethylphenyl)propan-2-yl]-3-(3-cyclopropyl-2-fluorophenoxy)-N'-hydroxycinnoline-4-carboximidamide